ethyl 1-methyl-6-((1-((5-methyl-2-oxido-1,3,2-dioxathian-5-yl)sulfonyl)cyclopropyl)methyl)-7-oxo-4,5,6,7-tetrahydro-1H-pyrazolo[3,4-c]pyridine-3-carboxylate CN1N=C(C2=C1C(N(CC2)CC2(CC2)S(=O)(=O)C2(COS(OC2)=O)C)=O)C(=O)OCC